decoxyethyl acrylate C(C=C)(=O)OCCOCCCCCCCCCC